N-((1R)-3-Cyano-3-azabicyclo[3.2.0]heptan-1-yl)-4-(3-(phenylamino)pyridin-4-yl)benzamid C(#N)N1C[C@]2(CCC2C1)NC(C1=CC=C(C=C1)C1=C(C=NC=C1)NC1=CC=CC=C1)=O